C(C)OC(CCCC1=CC=C(C=C1)N)=O.N1C[C@H](CC1)NC(C)=O (S)-N-(pyrrolidin-3-yl)acetamide Ethyl-4-(4-aminophenyl)butanoate